8-bromo-7-(4-chlorobenzyl)-1-(2-(dimethylamino)ethyl)-3-methyl-1H-purine BrC1N=C2N(CN(C=C2N1CC1=CC=C(C=C1)Cl)CCN(C)C)C